N-(4-(5-amino-4-carbamoyl-1-isopropyl-1H-pyrazol-3-yl)phenyl)picolinamide NC1=C(C(=NN1C(C)C)C1=CC=C(C=C1)NC(C1=NC=CC=C1)=O)C(N)=O